5-isopropyl-4-(8-methoxy-7-methyl-[1,2,4]triazolo[1,5-a]pyridin-6-yl)-N1-(1,4-dioxaspiro[4.5]dec-8-yl)benzene-1,2-diamine C(C)(C)C1=C(C=C(C(=C1)NC1CCC2(OCCO2)CC1)N)C=1C(=C(C=2N(C1)N=CN2)OC)C